C1(=CC(=CC=C1)\C(\C)=N\NC=1N=C2N(C=NC2=C(C1)N1CCOCC1)C)C (E)-1-[1-(m-tolyl)ethylidene]-2-(3-methyl-7-morpholino-3H-1,3,4-triazainden-5-yl)hydrazine